BrC1=CC=C(OC[C@@H]2COC[C@@](O2)(COC2COC2)C)C=C1 (2R,6S)-6-((4-bromophenoxy)methyl)-2-methyl-2-((oxetan-3-yloxy)methyl)-1,4-dioxan